(S)-(1-(5-chloro-4-(methylsulfonyl)pyrimidin-2-yl)-4,4-difluoropiperidin-3-yl)methanol ClC=1C(=NC(=NC1)N1C[C@H](C(CC1)(F)F)CO)S(=O)(=O)C